10-(Acryloyloxy)-decyl methacrylat C(C(=C)C)(=O)OCCCCCCCCCCOC(C=C)=O